C(NC(C1=CN=C(C=C1NC1=NC=CC=2C=3C([C@@H](N(C12)C)C)=NN(N3)C)NC(=O)[C@@H]3CC31CCC1)=O)([2H])([2H])[2H] N-(methyl-d3)-6-((R)-spiro[2.3]hexane-1-carboxamido)-4-(((S)-2,4,5-trimethyl-4,5-dihydro-2H-[1,2,3]triazolo[4,5-c][1,7]naphthyridin-6-yl)amino)nicotinamide